(6-amino-2,3-dichloro-phenyl)-(2,6-difluoro-3-methoxy-phenyl)methanone NC1=CC=C(C(=C1C(=O)C1=C(C(=CC=C1F)OC)F)Cl)Cl